Lauryl-Sulfoacetate C(CCCCCCCCCCC)C(C(=O)[O-])S(=O)(=O)O